[Si].[Sc].[Al] aluminum scandium silicon